undecylenic acid-maleic anhydride C(\C=C/C(=O)O)(=O)OC(CCCCCCCCC=C)=O